2-((1-(2-(5-chloroisoindol-2-yl)-3,6-dimethyl-4-oxo-3,4-dihydroquinazolin-8-yl)ethyl)amino)benzoic acid ClC1=CC2=CN(C=C2C=C1)C1=NC2=C(C=C(C=C2C(N1C)=O)C)C(C)NC1=C(C(=O)O)C=CC=C1